3-(5-(((1S,2S)-2-((7-oxaspiro[3.5]nonan-2-yl)amino)cyclohexyl)oxy)-1-oxoisoindolin-2-yl)piperidine-2,6-dione C1C(CC12CCOCC2)N[C@@H]2[C@H](CCCC2)OC=2C=C1CN(C(C1=CC2)=O)C2C(NC(CC2)=O)=O